C(#N)C[C@H](N)C(=O)O 3-cyanoalanine